C(=O)O.[18F]CCC1=CC=C(CNC(=N)N)C=C1 1-{4-[2-[18F]fluoroethyl]benzyl}guanidine, Formic Acid Salt